C(C)(C)(C)N1[C@@H](CCC1)C1=C2CCN(CC2=CC(=C1)Cl)C(C(C)(C)C)=O (S)-tert-butyl-2-(7-chloro-2-pivaloyl-1,2,3,4-tetrahydroisoquinolin-5-yl)pyrrolidine